C(=O)(C(=O)O)CC(=O)OC methyl oxaloacetate